C(C)(C)(C)OC(=O)N1CC=2C=CC(=NC2C(C1)NC(=O)OC(C)(C)C)Cl 8-((tert-Butoxycarbonyl)amino)-2-chloro-7,8-dihydro-1,6-naphthyridine-6(5H)-carboxylic acid tert-butyl ester